CC=1C=C(C=C(C1)C)NC=1C=C2N=C(C=NC2=CC1)C=1C=NN(C1)C1OCCCC1 N-(3,5-dimethylphenyl)-3-(1-(tetrahydro-2H-pyran-2-yl)-1H-pyrazol-4-yl)quinoxalin-6-amine